F[C@@H]1C[C@H](N(C1)C(CC1=CC=NO1)=O)C(=O)N[C@@H](C1=CC=CC=C1)C1=CC(=C(C=C1)C(C)C)F (2S,4R)-4-fluoro-N-[(S)-[3-fluoro-4-(propan-2-yl)phenyl](phenyl)methyl]-1-[2-(1,2-oxazol-5-yl)acetyl]pyrrolidine-2-carboxamide